3-chloro-4-(1-(1-ethoxyethyl)-1H-pyrazol-4-yl)pyridin-2-amine ClC=1C(=NC=CC1C=1C=NN(C1)C(C)OCC)N